2-(4-chlorobenzyl)-4-(2,4-dichlorophenyl)imidazole ClC1=CC=C(CC=2NC=C(N2)C2=C(C=C(C=C2)Cl)Cl)C=C1